4-hydroxy-3,5-dimethoxy-phenethylamine OC1=C(C=C(CCN)C=C1OC)OC